[4-(2-butyl)piperazine-1-yl]acetic acid CC(CC)N1CCN(CC1)CC(=O)O